C1(CC1)N1C[C@H]([C@@H](CC1)OC=1C=CC(=NC1)C1=NSC(=N1)NC1=NC=CC=C1C(C)C)F 3-(5-((3R,4R)-1-cyclopropyl-3-fluoro-piperidin-4-yloxy)pyridin-2-yl)-N-(3-isopropylpyridin-2-yl)-1,2,4-thiadiazol-5-amine